(S)-alpha-ionone CC1=CCCC([C@@H]1/C=C/C(=O)C)(C)C